CN1N=CC(=C1)SC=1C=C2C=NNC(C2=CC1)=O 6-((1-methyl-1H-pyrazol-4-yl)thio)phthalazin-1(2H)-one